N1(CCCCC1)CCOCCN(CCCC)C 2-[2-(1-piperidinyl)ethoxy]ethyl-N-methyl-N-(n-butyl)-amine